FC1(CN(C1)C(C(=O)C=1C=C(N(C1)C)C(=O)NC1=CC(=C(C=C1)F)F)=O)F 4-(2-(3,3-difluoroazetidin-1-yl)-2-oxoacetyl)-N-(3,4-difluorophenyl)-1-methyl-1H-pyrrole-2-carboxamide